(4-(bromoethyl)phenyl)boronic acid BrCCC1=CC=C(C=C1)B(O)O